OC1CC[C@H](N1C(=O)OC(C)(C)C)C(=O)OCC1=CC=CC=C1 2-benzyl 1-(tert-butyl) (2S)-5-hydroxypyrrolidine-1,2-dicarboxylate